N-((1s,3r,5R,7S)-3-((2-(5-fluoroisoindolin-2-yl)-2-oxoethyl)amino)adamantan-1-yl)-6-phenylnicotinamide hydrochloride Cl.FC=1C=C2CN(CC2=CC1)C(CNC12CC3(C[C@@H](C[C@H](C1)C3)C2)NC(C2=CN=C(C=C2)C2=CC=CC=C2)=O)=O